5-amino-4-(6-((3-(3-chloro-4-methylphenyl)ureido)methyl)-3-oxo-1,3-dihydro-2H-indazol-2-yl)-5-oxopentanoic acid tert-butyl ester C(C)(C)(C)OC(CCC(C(=O)N)N1NC2=CC(=CC=C2C1=O)CNC(=O)NC1=CC(=C(C=C1)C)Cl)=O